2-(tert-butyl)-5-oxopyrazolo[1,5-a]pyridin C(C)(C)(C)C=1NN2C(=CC(C=C2)=O)C1